5-((2-(cyclopropylmethyl)-1,2,3,4-tetrahydroisoquinolin-7-yl)(propyl)amino)-1-methylpyridin-2(1H)-one C1(CC1)CN1CC2=CC(=CC=C2CC1)N(C=1C=CC(N(C1)C)=O)CCC